P([O-])([O-])(=O)N.[Li+].[Li+] lithium phosphoroamidate